2-((R)-1-(6-(5-(((S)-5-(cyclopropylmethyl)-2-oxooxazolidin-3-yl)methyl)-1-methyl-1H-1,2,3-triazol-4-yl)-2-ethylpyridin-3-yl)-5,5-difluoropiperidin-3-yl)acetic acid C1(CC1)C[C@H]1CN(C(O1)=O)CC1=C(N=NN1C)C1=CC=C(C(=N1)CC)N1C[C@@H](CC(C1)(F)F)CC(=O)O